(S)-1-(6'-chloro-5-((1-methylpiperidin-4-yl)oxy)-[2,3'-bipyridin]-4'-yl)piperidin-3-ol ClC1=CC(=C(C=N1)C1=NC=C(C=C1)OC1CCN(CC1)C)N1C[C@H](CCC1)O